C12=CC=C(C=C2CC1)[C@H]([C@H]1OC([C@@H]([C@@H]1O)O)O)OC(C1=CC=C(C=C1)C1=CC=CC=C1)=O [(R)-4-bicyclo[4.2.0]octa-1,3,5-trienyl-[(2S,3S,4R)-3,4,5-trihydroxytetrahydro furan-2-yl]methyl]4-phenylbenzoate